3-(((1-(tert-butoxycarbonyl)azetidin-3-yl)methyl)amino)-2-methyl-isoquinolin-2-ium C(C)(C)(C)OC(=O)N1CC(C1)CNC=1[N+](=CC2=CC=CC=C2C1)C